C(C)(=O)NC=1C(=C(C(=O)O)C=CC1)NC1=CC(=CC=C1)NC(C)=O (acetamido)-2-(3-(acetamido)phenylamino)benzoic acid